tert-Butyl (6Z)-6-[(R)-tert-butylsulfinyl]imino-2-chloro-spiro[4H-cyclopenta[d]thiazole-5,4'-piperidine]-1'-Carboxylate C(C)(C)(C)[S@@](=O)\N=C\1/C2=C(N=C(S2)Cl)CC12CCN(CC2)C(=O)OC(C)(C)C